decane-1-thiol C(CCCCCCCCC)S